C1=CC=CC=2C3=CC=CC=C3C(C12)COC(=O)N[C@H](C(=O)OCC1=CC=CC=C1)[C@@H](C)O (2S,3R)-benzyl 2-((((9H-fluoren-9-yl)methoxy)carbonyl)amino)-3-hydroxybutanoate